[Fe].S1C=NCC1 thiazoline iron